CN1[C@@H](CCC1)COC=1N=C(C2=C(N1)CN(C2)C2=CC1=CC=CC=C1C=C2)N2C[C@@H](NCC2)CC#N 2-((S)-4-(2-(((S)-1-methylpyrrolidin-2-yl)methoxy)-6-(naphthalen-2-yl)-6,7-dihydro-5H-pyrrolo[3,4-d]pyrimidin-4-yl)piperazin-2-yl)acetonitrile